OC1=C(C=CC=C1)C1=CC2=C(N=N1)NC1=C2[C@H](N(CC1)C1=NC=C(C=N1)N1CCC(CC1)=O)C (R)-1-(2-(3-(2-hydroxyphenyl)-5-methyl-7,8-dihydro-5H-pyrido[3',4':4,5]pyrrolo[2,3-c]pyridazin-6(9H)-yl)pyrimidin-5-yl)piperidin-4-one